(hydrazinecarbonyl)-4-oxo-2,3-dihydro-1,5-benzothiazepin-3-yl carbamate C(N)(OC1C(SC2=C(NC1=O)C=CC=C2)C(=O)NN)=O